2,2-dimethyl-butyryl chloride CC(C(=O)Cl)(CC)C